5-(5-Cyclopropyl-2-fluoropyridin-3-yl)-1-(oxan-4-yl)pyrazole-4-carboxylic acid C1(CC1)C=1C=C(C(=NC1)F)C1=C(C=NN1C1CCOCC1)C(=O)O